C(CCCCCCCCCCCCC)OC1=CC=C(O1)C(=O)O 5-(Tetradecyloxy)-2-furoic acid